(S)-1-[2-(Benzo[d]isoxazol-3-yl)phenyl]-2-(6-fluoropyridin-2-yl)ethan-1-amine hydrochloride Cl.O1N=C(C2=C1C=CC=C2)C2=C(C=CC=C2)[C@H](CC2=NC(=CC=C2)F)N